C(N)(=O)C1=C(N(N=C1C1=C(C=C(C=C1)CC(=O)NC1=CC(=NO1)CC(C)(C)C)C)C(C)C)NC(OC(C)(C)C)=O tert-Butyl N-[4-carbamoyl-5-[4-[2-[[3-(2,2-dimethylpropyl)isoxazol-5-yl]amino]-2-oxo-ethyl]-2-methylphenyl]-2-isopropyl-pyrazol-3-yl]carbamate